4-nitropentanoate [N+](=O)([O-])C(CCC(=O)[O-])C